IC1=CN=C2N1N=C(C=C2)C(=O)OC methyl 3-iodoimidazo[1,2-b]pyridazine-6-carboxylate